FC1=C(C(=C(C=C1)C)[N+](=O)[O-])C 1-fluoro-2,4-dimethyl-3-nitrobenzene